Bis-(3-methyl-4-hydroxyphenyl)-methylacetat CC=1C=C(C=CC1O)C(C(=O)[O-])(C)C1=CC(=C(C=C1)O)C